CN(CCO)C Dimethyl-ethanolamin